FC(COC=1C=CC2=C(N(C(N(C2C)C2=CC3=CN(N=C3C=C2)C)=O)C2=CC=C(C=C2)OC([2H])([2H])[2H])N1)F 7-(2,2-difluoroethoxy)-1-(4-(methoxy-d3)phenyl)-4-methyl-3-(2-methyl-2H-indazol-5-yl)-3,4-dihydropyrido[2,3-d]pyrimidin-2(1H)-one